N,N-diethylhexahydro-1H-azepinium C(C)[N+]1(CCCCCC1)CC